(5-{[2-(4-Chlorophenyl)imidazo[1,2-a]pyridin-3-yl]methyl}-2,5-diazabicyclo[2.2.2]oct-2-yl)-[3-(trifluoromethyl)phenyl]methanon ClC1=CC=C(C=C1)C=1N=C2N(C=CC=C2)C1CN1C2CN(C(C1)CC2)C(=O)C2=CC(=CC=C2)C(F)(F)F